(3S)-N-[3-(2-[[(2R)-2-hydroxypropyl]amino]-6-(oxan-4-yl)pyridin-4-yl)-4-methylphenyl]-3-(2,2,2-trifluoroethyl)pyrrolidine-1-carboxamide O[C@@H](CNC1=NC(=CC(=C1)C=1C=C(C=CC1C)NC(=O)N1C[C@@H](CC1)CC(F)(F)F)C1CCOCC1)C